BrC1=C(C2=C(C=CC=C2C(=C1)Br)Cl)N 2,4-dibromo-8-chloronaphthalen-1-amine